ClC1=C(C=CC=C1)[C@H]1[C@@](O1)(C1=C(C=C(C=C1)F)F)CN1N=CN=C1 |o1:7,8| rel-1-[[(2R,3S)-3-(2-chloro-phenyl)-2-(2,4-difluorophenyl)-2-oxiranyl]methyl]-1H-1,2,4-triazole